2-chloro-4-(2-methoxyethoxy)pyrimidine ClC1=NC=CC(=N1)OCCOC